C(C)(C)(C)OC(=O)N[C@@H](CC(=O)OC)C=1C=C(C=CC1)C1=C(C=CC(=C1)O)C Methyl (S)-3-((tert-butoxycarbonyl)amino)-3-(5'-hydroxy-2'-methyl-[1,1'-biphenyl]-3-yl)propanoate